3-[4-Fluoro-2-(trifluoromethyl)phenyl]-5-(2-fluoro-6-azaspiro[2.5]oct-1-yl)-1,2,4-oxadiazole hydrochloride Cl.FC1=CC(=C(C=C1)C1=NOC(=N1)C1C(C12CCNCC2)F)C(F)(F)F